FC1=C(C=CC=C1)[C@@H](C)O (1R)-1-(2-fluorophenyl)ethan-1-ol